4-chloro-1-isopropyl-5-(4,4,5,5-tetramethyl-1,3,2-dioxaborolan-2-yl)-1H-pyrazole ClC=1C=NN(C1B1OC(C(O1)(C)C)(C)C)C(C)C